4-(4-((2-propylheptyl)oxy)butoxy)butan-1-ol C(CC)C(COCCCCOCCCCO)CCCCC